ClC1=CC2=C(C=N1)C(=NN2C2=NC(=CC(=C2)OCC2COC2)[C@]2(COCC2)OC)C (R)-6-chloro-1-(6-(3-methoxytetrahydrofuran-3-yl)-4-(oxetan-3-ylmethoxy)pyridin-2-yl)-3-methyl-1H-pyrazolo[4,3-c]pyridine